2-[[4-[2,3-difluoro-4-(4,4,5,5-tetramethyl-1,3,2-dioxaborolan-2-yl)phenyl]-5-(2-methoxyphenyl)pyrazol-1-yl]methoxy]ethyl-trimethyl-silane FC1=C(C=CC(=C1F)B1OC(C(O1)(C)C)(C)C)C=1C=NN(C1C1=C(C=CC=C1)OC)COCC[Si](C)(C)C